1-(diphenylmethyl)-4-[(5-methylpyridin-3-yl)methyl]piperazine C1(=CC=CC=C1)C(N1CCN(CC1)CC=1C=NC=C(C1)C)C1=CC=CC=C1